3-methoxy-5-((4-(methylsulfonyl)benzyl)oxy)benzoic acid COC=1C=C(C(=O)O)C=C(C1)OCC1=CC=C(C=C1)S(=O)(=O)C